C(#N)[C@@H]1CC[C@H](CO1)NC(OC(C)(C)C)=O Tert-butyl [(3R,6S)-6-cyanotetrahydro-2H-pyran-3-yl]carbamate